ClCCCC(CC(=O)OC(C)(C)C)=C=O tert-butyl 6-chloro-(5S)-3-carbonylhexanoate